1-(2-Chloro-1-methyl-1H-indol-3-yl)-3-(4-fluorophenyl)prop-2-yn-1-one ClC=1N(C2=CC=CC=C2C1C(C#CC1=CC=C(C=C1)F)=O)C